(2S)-1-{[2-(2-cyanobiphenyl-3-yl)-7-methyl-1,3-benzooxazol-5-yl]methyl}piperidine-2-carboxylic acid C(#N)C1=C(C=CC=C1C=1OC2=C(N1)C=C(C=C2C)CN2[C@@H](CCCC2)C(=O)O)C2=CC=CC=C2